C(C)OC(/C=C/C=1C=CC=C2C(CCOC12)(C(=O)OC(C)(C)C)C)=O tert-Butyl 8-[(E)-3-ethoxy-3-oxo-prop-1-enyl]-4-methyl-chromane-4-carboxylate